N2-acryloyl-N1-(4-{[amino(imino)methyl]amino}butyl)-2-methylalaninamide C(C=C)(=O)NC(C)(C(=O)NCCCCNC(=N)N)C